(R)-6-bromo-5-cyclopropyl-N-(piperidin-3-yl)-1,2,4-triazin-3-amine BrC1=C(N=C(N=N1)N[C@H]1CNCCC1)C1CC1